(2R,3R,4R,5S)-3,4,5-triacetoxytetrahydrofuran C(C)(=O)O[C@@H]1CO[C@H]([C@@H]1OC(C)=O)OC(C)=O